CC1(COC1)C=1C=C(N(N1)C1=CC=C(C=C1)C)NC(NC=1SC(=CN1)CCC1=CC(=NC=C1)NC(C)=O)=O N-{4-[2-(2-{3-[5-(3-Methyl-oxetan-3-yl)-2-p-tolyl-2H-pyrazol-3-yl]-ureido}-thiazol-5-yl)-ethyl]-pyridin-2-yl}-acetamide